1-(2-(4-morpholinofuro[3,2-d]pyrimidin-2-yl)-2,6-diazaspiro[3.4]octan-6-yl)prop-2-en-1-one O1CCN(CC1)C=1C2=C(N=C(N1)N1CC3(C1)CN(CC3)C(C=C)=O)C=CO2